C(C)N1C(=CC(C(=C1)OCC1=CC=CC=C1)=O)CO 1-Ethyl-2-hydroxymethyl-5-(benzyloxy)-pyridin-4-one